C1=C(SNN1)S 4-thiadiazole-5-thiol